NC1=C(C(N(C2=CC(=CC=C12)Cl)C1=CC=CC=C1)=O)C#N 4-amino-7-chloro-2-oxo-1-phenyl-1,2-dihydroquinoline-3-carbonitrile